N-[2-({4-[3-(5-chloro-2-fluorophenyl)-1H-pyrrolo[3,2-b]pyridin-2-yl]pyridin-3-yl}oxy)ethyl]-N-methylprop-2-enamide ClC=1C=CC(=C(C1)C1=C(NC=2C1=NC=CC2)C2=C(C=NC=C2)OCCN(C(C=C)=O)C)F